(Z)-2-(1-(4-(dimethylamino)benzylidene)-5-methoxy-2-methyl-1H-inden-3-yl)acetic acid CN(C1=CC=C(\C=C/2\C(=C(C3=CC(=CC=C23)OC)CC(=O)O)C)C=C1)C